ClC1=CC=C2C=NC(=NC2=C1)N[C@H]1CN(CC1)C(=O)C1=CC=C(C=C1)NC(C=C)=O (R)-N-(4-(3-((7-chloroquinazolin-2-yl)amino)pyrrolidine-1-carbonyl)phenyl)acrylamide